5-(6-(((R)-2,2-difluorocyclohexyl)amino)-4-(trifluoromethyl)pyridin-3-yl)-N-(2-hydroxy-2-Methylpropyl)-4-((S)-2-methylpiperidine-1-carbonyl)thiazole-2-carboxamide FC1([C@@H](CCCC1)NC1=CC(=C(C=N1)C1=C(N=C(S1)C(=O)NCC(C)(C)O)C(=O)N1[C@H](CCCC1)C)C(F)(F)F)F